N[C@@H](C(C)C)C(=O)O[C@@H]1[C@H](O[C@H]([C@]1(C)F)N1C2=NC(=NC(=C2N=C1)NC)N)COC(CC)=O (2R,3R,4R,5R)-5-(2-amino-6-(methylamino)-9H-purin-9-yl)-4-fluoro-4-methyl-2-((propionyloxy)methyl)tetrahydrofuran-3-yl L-valinate